C1(CC1)C1=CCC2=C1C(=C1C=NN(C1=C2)C2OCCCC2)B(O)O (5-cyclopropyl-1-(tetrahydro-2H-pyran-2-yl)-1,7-dihydrocyclopenta[f]indazol-4-yl)boronic acid